BrC1=CC(=CC=2OCCN(C21)C2COC(C2)COC2OCCCC2)Cl 5-bromo-7-chloro-4-(5-(((tetrahydro-2H-pyran-2-yl)oxy)methyl)tetrahydrofuran-3-yl)-3,4-dihydro-2H-benzo[b][1,4]oxazine